tert-Butyl ((4-bromopyridin-2-yl)methyl)carbamate BrC1=CC(=NC=C1)CNC(OC(C)(C)C)=O